(tert-butoxycarbonyloxy)succinimide C(C)(C)(C)OC(=O)OC1C(=O)NC(C1)=O